COC=1C=C(C=CC1)CN1N=C2N=C(N=C(C2=C1)N)C1=NC=CN=C1 2-[(3-methoxyphenyl)methyl]-6-(pyrazin-2-yl)-2H-pyrazolo[3,4-d]pyrimidin-4-amine